BrC=1C=C2[C@]3(CNCC2=CC1)[C@H](C3)Cl (1r,2s)-6'-bromo-2-chloro-2',3'-dihydro-1'H-spiro[cyclopropane-1,4'-isoquinoline]